N-(4-iodophenyl)-4-[2-oxo-4-(1H-pyrrol-2-yl)-2,3-dihydro-1H-1,3-benzodiazol-1-yl]piperidine-1-carboxamide IC1=CC=C(C=C1)NC(=O)N1CCC(CC1)N1C(NC2=C1C=CC=C2C=2NC=CC2)=O